tert-butyl (2's,7r)-3-[[tert-butyl (dimethyl) silyl] oxymethyl]-2-formyl-2'-methyl-spiro[4,5-dihydrothieno[2,3-c]pyran-7,4'-piperidine]-1'-carboxylate [Si](C)(C)(C(C)(C)C)OCC1=C(SC2=C1CCO[C@]21C[C@@H](N(CC1)C(=O)OC(C)(C)C)C)C=O